(2R,4R)-N-(4-tert-butylphenyl)-1-cyano-N-[2-[(4,4-difluorocyclohexyl)amino]-2-oxo-1-pyrazin-2-yl-ethyl]-4-hydroxy-4-methyl-pyrrolidine-2-carboxamide C(C)(C)(C)C1=CC=C(C=C1)N(C(=O)[C@@H]1N(C[C@](C1)(C)O)C#N)C(C(=O)NC1CCC(CC1)(F)F)C1=NC=CN=C1